ethyl 4-(5-(3-hydroxypropoxy)-6-methoxyisoindolin-2-yl)-4-oxobutyrate OCCCOC=1C=C2CN(CC2=CC1OC)C(CCC(=O)OCC)=O